1-(pyridin-2-ylmethyl)piperazine N1=C(C=CC=C1)CN1CCNCC1